[1-[2-(6-isopropoxy-3-pyridinyl)-6-methyl-4-oxo-chromen-8-yl]ethylamino]benzoic acid tert-butyl ester C(C)(C)(C)OC(C1=C(C=CC=C1)NC(C)C=1C=C(C=C2C(C=C(OC12)C=1C=NC(=CC1)OC(C)C)=O)C)=O